N1(CCOCC1)C=1C2=C(N=C(N1)C=1C=C(C=CC1)O)C1=C(O2)N=CC=C1 3-[4-(4-morpholinyl)pyrido[3',2':4,5]furo[3,2-d]pyrimidin-2-yl]-phenol